(2S,4R)-1-[(2S)-2-(4-cyclopropyltriazol-1-yl)-3,3-dimethyl-butanoyl]-4-hydroxy-N-[1-(1-morpholinocyclopentyl)ethyl]pyrrolidine-2-carboxamide C1(CC1)C=1N=NN(C1)[C@H](C(=O)N1[C@@H](C[C@H](C1)O)C(=O)NC(C)C1(CCCC1)N1CCOCC1)C(C)(C)C